N-(2-(2-Aminoethoxy)-4,5-dihydroxy-6-(hydroxymethyl)tetrahydro-2H-pyran-3-yl)acetamide NCCOC1OC(C(C(C1NC(C)=O)O)O)CO